C1=CC=C(C=C1)/C=C/C(=O)NC2=CC=C(C=C2)Br N-(4-bromophenyl)cinnamamide